O1CCN(CC1)CC1=CC=C(C=C1)CC=1C=2C3=C(C(NC3=CC1)=O)C=CC2 6-[[4-(morpholinomethyl)phenyl]methyl]-1H-benzo[cd]indol-2-one